2-(4,5-dichloro-6-oxo-pyridazin-1-yl)-N-[4-methyl-3-(3-phenylpropylsulfonyl)phenyl]acetamide ClC=1C=NN(C(C1Cl)=O)CC(=O)NC1=CC(=C(C=C1)C)S(=O)(=O)CCCC1=CC=CC=C1